sulfanyl-phenol SC1=C(C=CC=C1)O